4-(3-(3,5-dimethylphenyl)-5H-pyrrolo[2,3-b]pyrazin-5-yl)-2-(piperidin-4-yl)benzoic acid CC=1C=C(C=C(C1)C)C1=CN=C2C(=N1)N(C=C2)C2=CC(=C(C(=O)O)C=C2)C2CCNCC2